NCCCS(=O)(=O)O 3-aminopropanesulfonic acid